ClC1=NC=2CC(N(C(C2C=C1)=O)C(=O)OC(C)(C)C)CCC1=CC=CC=C1 Tert-butyl 2-chloro-5-oxo-7-phenylethyl-7,8-dihydro-1,6-naphthyridin-6(5H)-carboxylate